NC1=CC=CC(=N1)S(=O)(=O)NC(=O)C=1C(=NC(=CC1)C1=CC(=CC(=C1)OCC(C)C)F)N1C(CCC1C)(C)C N-[(6-Amino-2-pyridyl)sulfonyl]-6-(3-fluoro-5-isobutoxyphenyl)-2-(2,2,5-trimethylpyrrolidin-1-yl)pyridin-3-carboxamid